BrC=1C=CC(=NC1F)NC(OC(C)(C)C)=O tert-butyl N-(5-bromo-6-fluoropyridin-2-yl)carbamate